2-chloro-4-nitrophenyl-glucose ClC1=C(C=CC(=C1)[N+](=O)[O-])C(=O)[C@H](O)[C@@H](O)[C@H](O)[C@H](O)CO